(R,E)-N-((1,2,3,5,6,7-hexahydro-s-indacen-4-yl)carbamoyl)-2-(2-methylpyrrolidin-2-yl)ethene-1-sulfonamide 2,2,2-trifluoroacetate FC(C(=O)O)(F)F.C1CCC2=C(C=3CCCC3C=C12)NC(=O)NS(=O)(=O)\C=C\[C@@]1(NCCC1)C